3-[3-methyl-2-oxo-5-[[4-(4-piperidylmethoxy)-1-piperidyl]methyl]benzimidazol-1-yl]piperidine-2,6-dione CN1C(N(C2=C1C=C(C=C2)CN2CCC(CC2)OCC2CCNCC2)C2C(NC(CC2)=O)=O)=O